CS(=O)(=O)OC1CCN(CC1)C(=O)OC(C)(C)C t-Butyl 4-(methanesulfonyloxy)piperidine-1-carboxylate